3-(methyl(phenethyl)amino)piperidin CN(C1CNCCC1)CCC1=CC=CC=C1